5-trifluoromethyl-cyclohexane-1,3-dione FC(C1CC(CC(C1)=O)=O)(F)F